2-isopropyl-5-methylcyclohexylpropyl-glycine C(C)(C)C1C(CC(CC1)C)CCCNCC(=O)O